tert-butyl 3-allyl-3-((2-fluoroallyl)oxy)azetidine-1-carboxylate C(C=C)C1(CN(C1)C(=O)OC(C)(C)C)OCC(=C)F